ClC1=CC2=C(C(=CN(S2)C)O)S1 6-chloro-4-hydroxy-2-methyl-2H-thieno[2,3-e]-1,2-thiazine